(S)-METHYL 6'-CHLORO-5-(((1R,2S)-2-(3-HYDROXYPROPYL)CYCLOBUTYL)METHYL)-3',4,4',5-TETRAHYDRO-2H,2'H-SPIRO[BENZO[B][1,4]OXAZEPINE-3,1'-NAPHTHALENE]-7-CARBOXYLATE ClC=1C=C2CCC[C@]3(C2=CC1)CN(C1=C(OC3)C=CC(=C1)C(=O)OC)C[C@H]1[C@@H](CC1)CCCO